(S)-1-((R)-2-((4-(2-chloro-4-fluorophenyl)-1-oxo-1,2-dihydroisoquinolin-7-yl)oxy)propanoyl)piperidine-3-carboxylic acid ClC1=C(C=CC(=C1)F)C1=CNC(C2=CC(=CC=C12)O[C@@H](C(=O)N1C[C@H](CCC1)C(=O)O)C)=O